tert-Butyl 3-[(4-{4-fluoro-2-[(3R)-3-methylmorpholine-4-carbonyl]phenyl}-1-methyl-1H-indazol-7-yl)methyl]azetidine-1-carboxylate FC1=CC(=C(C=C1)C1=C2C=NN(C2=C(C=C1)CC1CN(C1)C(=O)OC(C)(C)C)C)C(=O)N1[C@@H](COCC1)C